(E)-N-hydroxy-3-(2-(4-(4-isopropylbenzyl)piperazin-1-yl)phenyl)acrylamide ONC(\C=C\C1=C(C=CC=C1)N1CCN(CC1)CC1=CC=C(C=C1)C(C)C)=O